1-(4-fluorophenyl)-2-methyl-8-(1-methyl-1H-pyrazol-4-yl)-1H-imidazo[4,5-c]quinoline FC1=CC=C(C=C1)N1C(=NC=2C=NC=3C=CC(=CC3C21)C=2C=NN(C2)C)C